N-(2-((R)-4-Cyanothiazolidin-3-yl)-2-oxoethyl)-6-((R)-3-fluoropyrrolidin-1-yl)quinoline-4-carboxamide C(#N)[C@H]1N(CSC1)C(CNC(=O)C1=CC=NC2=CC=C(C=C12)N1C[C@@H](CC1)F)=O